O.O.C(CC(O)(C(=O)[O-])CC(=O)[O-])(=O)[O-].[Na+].[Na+].[Na+] Trinatrium citrat Dihydrat